(trifluoromethoxy)benzenesulfinamide FC(OC1=C(C=CC=C1)S(=O)N)(F)F